methyl (2S,4R)-4-hydroxy-1-((S)-3-methyl-2-(1-oxoisoindolin-2-yl)butanoyl)pyrrolidine-2-carboxylate O[C@@H]1C[C@H](N(C1)C([C@H](C(C)C)N1C(C2=CC=CC=C2C1)=O)=O)C(=O)OC